6-chloro-2-[2-(3-chloro-2-pyridyl)-5-(1-fluorocyclopropyl)pyrazol-3-yl]-8-methyl-3,1-benzoxazin-4-one ClC=1C=C(C2=C(C(OC(=N2)C=2N(N=C(C2)C2(CC2)F)C2=NC=CC=C2Cl)=O)C1)C